(4-fluoro-5-(2-morpholinoethyl)-2-(piperidin-1-yl)phenyl)-2-(1H-pyrazol-4-yl)thiazole-4-carboxamide FC1=CC(=C(C=C1CCN1CCOCC1)C1=C(N=C(S1)C=1C=NNC1)C(=O)N)N1CCCCC1